(R)-N-(2-(4-(4-cyclopropylpiperazin-1-yl)piperidin-1-yl)-5-((6-(3-(3-fluoro-5-((1-methyl-1H-pyrazol-3-yl)oxy)phenyl)isoxazolidin-2-yl)pyrimidin-4-yl)amino)-4-methoxyphenyl)acrylamide C1(CC1)N1CCN(CC1)C1CCN(CC1)C1=C(C=C(C(=C1)OC)NC1=NC=NC(=C1)N1OCC[C@@H]1C1=CC(=CC(=C1)OC1=NN(C=C1)C)F)NC(C=C)=O